methyl 6-chloro-3-[1-(3-cyclopropyl-6-fluoro-4-oxo-2-tetrahydropyran-4-yl-quinazolin-8-yl)ethoxy]pyridine-2-carboxylate ClC1=CC=C(C(=N1)C(=O)OC)OC(C)C=1C=C(C=C2C(N(C(=NC12)C1CCOCC1)C1CC1)=O)F